2-[2-chloro-6-(methoxymethoxy)-4-(trifluoromethyl)phenyl]-4,4,5,5-tetramethyl-1,3,2-dioxaborolane ClC1=C(C(=CC(=C1)C(F)(F)F)OCOC)B1OC(C(O1)(C)C)(C)C